1,2,3,4-tetrahydro-1,4-methanoisoquinoline C12NCC(C3=CC=CC=C13)C2